dimethyloleic acid amide C/C(=C(/CCCCCCCC(=O)N)\C)/CCCCCCCC